C1(CCC1)CNCC=1NC2=C(N1)C=CC(=C2)CNC(=O)C=2N=C1N(C(C2)=O)C=CC=C1 N-[[2-[(cyclobutylmethylamino)methyl]-3H-benzimidazol-5-yl]methyl]-4-oxo-pyrido[1,2-a]pyrimidine-2-carboxamide